3-fluoro-2-hydroxy-5-(5-(pyrrolidin-1-yl)-2,3-dihydrospiro[indene-1,4'-piperidine]-1'-Carbonyl)benzaldehyde FC=1C(=C(C=O)C=C(C1)C(=O)N1CCC2(CC1)CCC1=CC(=CC=C12)N1CCCC1)O